C(C)(=O)OC1OC(C=C1)=O 5-oxo-2,5-dihydrofuran-2-yl acetate